alpha-ethyl bromoacrylate BrC(C(=O)OCC)=C